C(C)(=O)O.C1=C(C=CC2=CC=CC=C12)CN1CN(C=C1)C 1-(2-naphthylmethyl)-3-methylimidazole acetate